C(CCC)(=O)OC Methyl butyrate